[C@@H]12N(C[C@@H](NC1)C2)CC2=CC(=C(C=C2)CN2N=CC=1N=C(N=C(C12)NCC1=NOC(=C1)C)N)OC 1-[(4-{[(1S,4S)-2,5-diazabicyclo-[2.2.1]heptan-2-yl]methyl}-2-methoxyphenyl)methyl]-N7-[(5-methyl-1,2-oxazol-3-yl)methyl]-1H-pyrazolo[4,3-d]pyrimidine-5,7-diamine